[K].NC1=C(C(=NC(=C1Cl)F)O)Cl 4-amino-3,5-dichloro-6-fluoropyridin-2-ol potassium